5-Amino-N-(3-chloro-4-fluorophenyl)-3-(3',3a',4',5',6',6a'-hexahydro-1'H,4H-spiro[oxazole-5,2'-pentalen]-5'-yl)-1-methyl-1H-pyrazole-4-carboxamide NC1=C(C(=NN1C)C1CC2CC3(CC2C1)CN=CO3)C(=O)NC3=CC(=C(C=C3)F)Cl